N1NNC(C=CC(C=CC(C=CCC=CC(C=CC=CC=CC=CC=CC=CC=C1)=O)=O)=O)=O triazacyclotriacontine-4,7,10,16(2H,13H)-tetraone